FC(C=1C(=C(C=CC1F)[C@H]1[C@H](O[C@@]([C@@H]1C)(C(F)(F)F)C)C(=O)NC1=CC(=NC=C1)C(=O)N)OC)F (2S,3S,4R,5S)-4-[[3-[3-(difluoromethyl)-4-fluoro-2-methoxy-phenyl]-4,5-dimethyl-5-(trifluoromethyl)tetrahydrofuran-2-carbonyl]amino]pyridine-2-carboxamide